N=1C=NN2C1C=C(C=C2)CC2=C(C=C(C=C2)NC=2C1=C(N=CN2)C=NC(=C1)N1C[C@H](N(CC1)C(=O)OC(C)(C)C)C)C tert-butyl (R)-4-(4-((4-([1,2,4]triazolo[1,5-a]pyridin-7-ylmethyl)-3-methylphenyl)amino)pyrido[3,4-d]pyrimidin-6-yl)-2-methylpiperazine-1-carboxylate